1-(4-hydroxy-2-(5-(p-tolyl)-1H-imidazol-2-yl)piperidin-1-yl)-2-(methylsulfonyl)propan-1-one OC1CC(N(CC1)C(C(C)S(=O)(=O)C)=O)C=1NC(=CN1)C1=CC=C(C=C1)C